C(=O)(O)[Ni](C(=O)O)(C(=O)O)(C(=O)O)(C(=O)O)(C(=O)O)(C(=O)O)C(=O)O octacarboxyl-nickel